((2-butyl-4-oxo-1,3-diazaspiro[4.4]non-1-en-3-yl)methyl)-N-(4,5-dimethylisoxazol-3-yl)-[1,1'-biphenyl]-2-sulfonamide C(CCC)C1=NC2(C(N1CC1=C(C(=CC=C1)C1=CC=CC=C1)S(=O)(=O)NC1=NOC(=C1C)C)=O)CCCC2